1,4,7,9-tetramethyl-5-decyne-4,7-diol CCCCC(C#CC(CC(C)C)(O)C)(O)C